[C@H]12OC[C@H](N(C1)C1=C(C=C(C(=C1)OC)NC1=NC=NC(=C1)N1OCC[C@@H]1C1=CC=CC=C1)NC(C=C)=O)C2 N-(2-((1R,4R)-2-oxa-5-azabicyclo[2.2.1]heptane-5-yl)-4-methoxy-5-((6-((R)-3-phenylisoxazolidine-2-yl)pyrimidine-4-yl)amino)phenyl)acrylamide